methyl 2-(2-(1-(4-(2-methylbenzamido)naphthalene-1-sulfonamido)ethyl)piperidin-1-yl)acetate CC1=C(C(=O)NC2=CC=C(C3=CC=CC=C23)S(=O)(=O)NC(C)C2N(CCCC2)CC(=O)OC)C=CC=C1